CN1C(CC(C1)N1C(C=C(C2=C1N=C(N=C2)NC2=CC=C(C=C2)N2CCN(CC2)C)C#C[Si](C(C)C)(C(C)C)C(C)C)=O)=O 1-methyl-4-(2-{[4-(4-methylpiperazin-1-yl)phenyl]amino}-7-oxo-5-[2-(triisopropylsilyl)ethynyl]pyrido[2,3-d]pyrimidin-8-yl)pyrrolidin-2-one